C(C1=CC=CC=C1)OC(=O)N1[C@@H](CC(CC1)C=1N=CSC1)C1=CC=C(C=C1)C(=O)OC (2S)-2-(4-(methoxycarbonyl)phenyl)-4-(thiazol-4-yl)piperidine-1-Carboxylic acid benzyl ester